C(C)(C)(C)OC(NCC(=CF)COC=1C=NC(=CC1)C(N(CC)CC)=O)=O (2-(((6-(diethylcarbamoyl)pyridin-3-yl)oxy)methyl)-3-fluoroallyl)carbamic acid tert-butyl ester